O1CC(C1)N1CCN(CC1)C(CC1=CC=C(NC2=NN3C(C(=CC=C3)N3CC(C3)(N3N=CC(=C3)C(F)(F)F)CC#N)=N2)C=C1)=O 2-[1-[2-[4-[2-[4-(oxetan-3-yl)piperazin-1-yl]-2-oxo-ethyl]anilino]-[1,2,4]triazolo[1,5-a]pyridin-8-yl]-3-[4-(trifluoromethyl)pyrazol-1-yl]azetidin-3-yl]acetonitrile